[Br-].[NH2+]1CCCC1 Pyrrolidinium bromide